O=C1NC(CCC1C=1C=C(CN(C=2SC(=C(N2)C)C2=NC(=NC=C2F)NC=2C=C(C=CC2)S(=O)(=O)N)C)C=CC1)=O 3-((4-(2-((3-(2,6-dioxopiperidin-3-yl)benzyl)(methyl)amino)-4-methylthiazol-5-yl)-5-fluoropyrimidin-2-yl)amino)benzenesulfonamide